5-Chloro-N-(3-cyano-4-fluoro-1H-indol-7-yl)-1-(2-hydroxy-1,1-dimethylethyl)pyrazol-4-sulfonamid ClC1=C(C=NN1C(CO)(C)C)S(=O)(=O)NC=1C=CC(=C2C(=CNC12)C#N)F